C(CCCCCCCCCCC)C(CCCCCN)(N)CCCCCCCCCCCC Bis-dodecylhexane-1,6-diamine